5'-Chloro-3-methoxy-1'-(4-methoxybenzyl)spiro[cyclobutane-1,3'-pyrrolo[2,3-b]pyridin]-2'(1'H)-one ClC=1C=C2C(=NC1)N(C(C21CC(C1)OC)=O)CC1=CC=C(C=C1)OC